C(CCC(=O)OC[C@H]1O[C@H]([C@@H]([C@@H]1OC(C)=O)OC(C)=O)N1C(NC(C=C1)=O)=O)(=O)OC[C@H]1O[C@H]([C@@H]([C@@H]1OC(C)=O)OC(C)=O)N1C(NC(C=C1)=O)=O bis(((2R,3R,4R,5R)-3,4-diacetoxy-5-(2,4-dioxo-3,4-dihydropyrimidin-1(2H)-yl) tetrahydrofuran-2-yl) methyl) succinate